(R)-N-(3,3-difluoro-1-(oxetan-3-yl-3-d)piperidin-4-yl)-5-(1-(2,2-difluoroethyl)-4-fluoro-2-methyl-1H-benzo[d]imidazol-6-yl)-4-methoxypyrrolo[2,1-f][1,2,4]triazin-2-amine FC1(CN(CC[C@H]1NC1=NN2C(C(=N1)OC)=C(C=C2)C=2C=C(C1=C(N(C(=N1)C)CC(F)F)C2)F)C2(COC2)[2H])F